2-(3,5-dichloro-4-((1-oxo-2-(3-(trifluoromethoxy)benzyl)-1,2,3,4-Tetrahydroisoquinolin-6-yl)oxy)phenyl)hydrazine ClC=1C=C(C=C(C1OC=1C=C2CCN(C(C2=CC1)=O)CC1=CC(=CC=C1)OC(F)(F)F)Cl)NN